COC1=C(C=C2C(=N1)NC=C2)C(=O)NC(CC2=CC=CC=C2)(C)C 6-methoxy-N-(2-methyl-1-phenylpropan-2-yl)-1H-pyrrolo[2,3-b]pyridine-5-carboxamide